C(=C)N1C(CCC1C(C)C)=O N-vinyl-5-isopropyl-pyrrolidinone